4-(4-((3-carbamoyl-6-(piperidin-1-yl)pyrazin-2-yl)amino)phenyl)piperazine-1-carboxylic acid tert-butyl ester C(C)(C)(C)OC(=O)N1CCN(CC1)C1=CC=C(C=C1)NC1=NC(=CN=C1C(N)=O)N1CCCCC1